6-({4-Methyl-1-[6-(trifluoromethyl)pyridin-3-yl]-1H-1,2,3-triazol-5-yl}methoxy)-2-(pyridin-3-yl)-1,2,3,4-tetrahydro-2,7-naphthyridine naphthalenedisulfonate C=1(C(=CC=C2C=CC=CC12)S(=O)(=O)O)S(=O)(=O)O.CC=1N=NN(C1COC=1C=C2CCN(CC2=CN1)C=1C=NC=CC1)C=1C=NC(=CC1)C(F)(F)F